4,4-dimethyl-5-((4-methylquinolin-2-yl)methyl)-3-(naphthalen-2-yl)-4,5-dihydroisoxazole CC1(C(=NOC1CC1=NC2=CC=CC=C2C(=C1)C)C1=CC2=CC=CC=C2C=C1)C